NC1=NC=CC2=C1N(C(N2C2CN(CCC2)[C@]2(CC(C(=O)CC#N)=CC=C2)Br)=O)C2=CC=C(C=C2)OC2=C(C=CC=C2F)F (R)-3-(3-(4-amino-3-(4-(2,6-difluorophenoxy)phenyl)-2-oxo-2,3-dihydro-1H-imidazo[4,5-c]pyridin-1-yl)piperidin-1-yl)-3-bromobenzoyl-acetonitrile